7-((1H-indazol-4-yl)methyl)-2-((1H-pyrazol-5-yl)methyl)-9-methyl-7,9-dihydro-8H-pyrido[3',2':4,5]pyrrolo[2,3-d]pyridazin-8-one N1N=CC2=C(C=CC=C12)CN1N=CC2=C(C1=O)N(C1=C2C=CC(=N1)CC1=CC=NN1)C